trans-R,R-1,2-Cyclohexanediamine [C@@H]1([C@@H](CCCC1)N)N